5-(4-(difluoromethyl)-6-((1-methylcyclobutyl)amino)pyridin-3-yl)-N-((S)-3-hydroxy-3-methylButan-2-yl)-4-((S)-2-methylpyrrolidine-1-carbonyl)thiazole-2-carboxamide FC(C1=C(C=NC(=C1)NC1(CCC1)C)C1=C(N=C(S1)C(=O)N[C@@H](C)C(C)(C)O)C(=O)N1[C@H](CCC1)C)F